methyl (1S,3S)-1-(((cis-4-(3-methoxypyridin-2-yl)cyclohexyl)oxy)methyl)-3-(methylsulfonamido)cyclopentane-1-carboxylate COC=1C(=NC=CC1)[C@H]1CC[C@H](CC1)OC[C@]1(C[C@H](CC1)NS(=O)(=O)C)C(=O)OC